COC1=CC=C(C=C1)C(C=1C(=NC=CC1)O)C1=CC=C(C=C1)OC1=CC=CC=C1 3-((4-methoxyphenyl)(4-phenoxyphenyl)methyl)pyridin-2-ol